({(3S)-1-[3-(benzenesulfonyl)-6-{[2-(pyridazin-4-yl)-1,3-thiazole-4-carbonyl]Amino}-2-(trifluoromethyl)phenyl]Piperidin-3-yl}methyl)carbamic acid tert-butyl ester C(C)(C)(C)OC(NC[C@H]1CN(CCC1)C1=C(C(=CC=C1NC(=O)C=1N=C(SC1)C1=CN=NC=C1)S(=O)(=O)C1=CC=CC=C1)C(F)(F)F)=O